tert-butyl (S)-3-(1-(6-(4-fluoro-1H-pyrazol-1-yl) pyridin-3-yl) ethyl)-1-methyl-2,4-dicarbonyl-1,3,8-triazaspiro[4.5]decane-8-carboxylate FC=1C=NN(C1)C1=CC=C(C=N1)[C@H](C)N1C(N(C2(C1=C=O)CCN(CC2)C(=O)OC(C)(C)C)C)=C=O